C(C)(C)(C)OC(=O)NC(C(=O)OC(C)C)CC(C(C)=O)C1=CC=CC=C1 isopropyl 2-((tert-butoxycarbonyl)amino)-5-oxo-4-phenylhexanoate